C(C)OC1=CN=CC(=N1)C1=CC(=C(C(=O)N2[C@@H](CCC2)C2=NC(=NC=C2)NS(=O)(=O)C2CC2)C=C1)F N-[4-[(2S)-1-[4-(6-ethoxypyrazin-2-yl)-2-fluorobenzoyl]pyrrolidin-2-yl]pyrimidin-2-yl]cyclopropanesulfonamide